Tetrahydro-pyran-4-carboxylic acid [4-(2-{2-[3-(5-tert-butyl-2-p-tolyl-2H-pyrazol-3-yl)-ureido]-thiazol-5-yl}-ethyl)-pyridin-2-yl]-amide C(C)(C)(C)C=1C=C(N(N1)C1=CC=C(C=C1)C)NC(NC=1SC(=CN1)CCC1=CC(=NC=C1)NC(=O)C1CCOCC1)=O